C(C)C(CN1N=CC=C1)(CC)O 1-(2-ethyl-2-hydroxybutyl)-1H-pyrazol